4-bromo-5-[2-(tert-butoxycarbonylamino)ethoxy]indane-2-carboxylic acid ethyl ester C(C)OC(=O)C1CC2=CC=C(C(=C2C1)Br)OCCNC(=O)OC(C)(C)C